5-(4-chlorophenyl)-3,6-dihydropyridine-1(2H)-carboxylate ClC1=CC=C(C=C1)C1=CCCN(C1)C(=O)[O-]